7-bromo-3-(2,4-dimethoxypyrimidine-5-yl)-5-ethyl-5H-pyrrolo[3,2-c]pyridazine BrC1=CN(C2=C1N=NC(=C2)C=2C(=NC(=NC2)OC)OC)CC